5-(2-Hydroxy-2-methylpropyl)-3,4,4-trimethylcyclopent-2-en-1-on OC(CC1C(C(=CC1=O)C)(C)C)(C)C